O[C@@H]1CC[C@@H](NC1)C(=O)O cis-5-hydroxypiperidine-2-formic acid